C(C)OC1=NC=CC=C1C1=NC=2CN(C[C@]3(C2C=C1)[C@@H](CN(CC3)C=3C(=NC(=CC3)OC)C(F)(F)F)CC)C(=O)OCC3=CC=CC=C3 |r| rac-benzyl (3S,4S)-2'-(2-ethoxypyridin-3-yl)-3-ethyl-1-(6-methoxy-2-(trifluoromethyl)pyridin-3-yl)-6'H-spiro[piperidine-4,5'-[1,7]naphthyridine]-7'(8'H)-carboxylate